O=CC=CC=CCCCCCCCC(=O)O 13-Oxo-9,11-tridecadienoic acid